(S)-4-(3-((2-((4-(3-(dimethylamino)pyrrolidin-1-yl)-2-ethylphenyl)amino)-5-(trifluoromethyl)pyrimidin-4-yl)amino)propyl)-1,4-oxazepan-5-one CN([C@@H]1CN(CC1)C1=CC(=C(C=C1)NC1=NC=C(C(=N1)NCCCN1CCOCCC1=O)C(F)(F)F)CC)C